(6S,7R,8aR)-8a-(hydroxymethyl)-indolizine-6,7,8-triol OC[C@@]12C(=C(C(=CN2C=CC1)O)O)O